ClC=1C=C(C=C(C1OCCCl)Cl)C(C)(C)C1=CC=C(C=C1)O 4-[1-[3,5-dichloro-4-(2-chloroethoxy)phenyl]-1-methyl-ethyl]phenol